C[C@H]1CN(CCN1)C=1C=NC(=NC1)N1C[C@@H]2CNC3=NN=C(C=C3N2CC1)C1=C(C=CC=C1)O 2-[(10S)-12-[5-[(3S)-3-methylpiperazin-1-yl]pyrimidin-2-yl]-1,5,6,8,12-pentazatricyclo[8.4.0.02,7]tetradeca-2,4,6-trien-4-yl]phenol